COCCNC(=O)C=1C=C2C=CN=CC2=CC1 N-(2-methoxyethyl)isoquinoline-6-carboxamide